FC1=CC(=C(C=C1)C=1C2=C(C(=NC1C=1C=NN(C1)C1CN(C1)C(C=C)=O)C=1C=C3CCN(CC3=CC1)C(=O)OC(C)(C)C)CCC2)OC tert-butyl 6-[4-(4-fluoro-2-methoxy-phenyl)-3-[1-(1-prop-2-enoylazetidin-3-yl)pyrazol-4-yl]-6,7-dihydro-5H-cyclopenta[c]pyridin-1-yl]-3,4-dihydro-1H-isoquinoline-2-carboxylate